5-(5-(4-(dimethylamino)phenyl)-1-propionyl-4,5-dihydro-1H-pyrazol-3-yl)-4-methylthieno[2,3-b]pyridin-6(7H)-one CN(C1=CC=C(C=C1)C1CC(=NN1C(CC)=O)C1=C(C2=C(NC1=O)SC=C2)C)C